C12COCC(CC1)N2C2=CC=1C(=C(N=NC1N[C@H](C)C1=CC(=CC=C1)C(F)F)C)N=C2 3-(3-oxa-8-azabicyclo[3.2.1]octan-8-yl)-N-((R)-1-(3-(difluoromethyl)phenyl)ethyl)-8-methylpyrido[2,3-d]pyridazin-5-amine